C(CC)S(=O)(=O)O n-propanesulfonic acid